FC1(CCC(CC1)[C@@H](C(NC1=NC=CC(=C1)C(CC)NC(CCC(F)(F)F)=O)=O)NC(OCC1=CC=CC=C1)=O)F benzyl ((1S)-1-(4,4-difluorocyclohexyl)-2-oxo-2-((4-(1-(4,4,4-trifluorobutanamido)propyl)pyridin-2-yl)amino)ethyl)carbamate